C(C)C1=CC(OC2=C(C(=CC=C12)O)C(=O)O)=O 4-Ethyl-7-hydroxy-2-oxo-2H-chromene-8-carboxylic acid